C(C)(C)(C)OC[C@@H](C(=O)OC)O methyl (2S)-3-tert-butoxy-2-hydroxypropionate